C1=CC=CC=2C3=CC=CC=C3C(C12)COC(=O)NCC(=O)O ({[(9H-fluoren-9-yl)methoxy]carbonyl}amino)acetic acid